7-(5-(5-(7-acetyl-2,7-diazaspiro[3.5]nonan-2-yl)-1,3,4-thiadiazol-2-yl)-4-(isopropylamino)pyridin-2-yl)pyrrolo[1,2-b]pyridazine-3-carbonitrile C(C)(=O)N1CCC2(CN(C2)C2=NN=C(S2)C=2C(=CC(=NC2)C2=CC=C3N2N=CC(=C3)C#N)NC(C)C)CC1